4-((3-(3-ethynyl-7-(((3S,4R)-3-fluoro-1-methylpiperidin-4-yl)amino)-2H-indazol-2-yl)prop-2-yn-1-yl)amino)-3-methoxy-N-methylbenzamide C(#C)C=1N(N=C2C(=CC=CC12)N[C@H]1[C@H](CN(CC1)C)F)C#CCNC1=C(C=C(C(=O)NC)C=C1)OC